7-methylenepentadec-1,14-diene C=C(CCCCC=C)CCCCCCC=C